FC(C1=NN=C(O1)C1=CN=CC(=N1)N1CC2(CN(C2)C(=O)OC(C)(C)C)CC1)(F)F tert-butyl 6-(6-(5-(trifluoromethyl)-1,3,4-oxadiazol-2-yl)pyrazin-2-yl)-2,6-diazaspiro[3.4]octane-2-carboxylate